OCC(C(CC1C(NC2(C1)CCCCC2)=O)NC([C@H](CC(C)C)NC(=O)C=2NC1=CC=CC(=C1C2)OC)=O)=O N-((2S)-1-((4-hydroxy-3-oxo-1-(2-oxo-1-azaspiro[4.5]decan-3-yl)butan-2-yl)amino)-4-methyl-1-oxopentan-2-yl)-4-methoxy-1H-indole-2-carboxamide